Methyl 4-((1H-pyrazol-1-yl)methyl)-3-bromobenzoate N1(N=CC=C1)CC1=C(C=C(C(=O)OC)C=C1)Br